COC(=O)C=1C=NC(=CC1C1=CC(=CC=2N(C=NC21)C)Cl)C 4-(6-chloro-1-methyl-1H-benzo[d]imidazol-4-yl)-6-methyl-pyridine-3-carboxylic acid methyl ester